(3R)-3-(4-Chlorophenyl)-2-[(1S)-1-(5-chloropyridin-2-yl)prop-2-en-1-yl]-4-fluoro-3-[(1-hydroxycyclopropyl)methoxy]-6-(2-hydroxypropan-2-yl)-2,3-dihydro-1H-isoindol-1-on ClC1=CC=C(C=C1)[C@@]1(N(C(C2=CC(=CC(=C12)F)C(C)(C)O)=O)[C@@H](C=C)C1=NC=C(C=C1)Cl)OCC1(CC1)O